FC(C1=NOC(=N1)C1CC2(C1)N(C(CN(C2=O)C2=C(C=C(C#N)C=C2)F)=O)CC2=CC=C(C=C2)C(F)(F)F)F 4-((2s,4s)-2-(3-(difluoromethyl)-1,2,4-oxadiazol-5-yl)-6,9-dioxo-5-(4-(trifluoromethyl)benzyl)-5,8-diazaspiro[3.5]nonan-8-yl)-3-fluorobenzonitrile